(6-hydroxy-9-(4-methoxyphenoxy)-[1,2,4]triazolo[5,1-a]isoquinoline-5-carbonyl)glycine OC1=C(N2C(C3=CC(=CC=C13)OC1=CC=C(C=C1)OC)=NC=N2)C(=O)NCC(=O)O